(cyanomethyl)-2-methyl-malonic acid diethyl ester C(C)OC(C(C(=O)OCC)(C)CC#N)=O